methanate C(=O)[O-]